C1(=CC=C(C=C1)N=C=NC1=C(C=CC=C1C)C)N=C=NC1=C(C=CC=C1C)C p-phenylene-bis(2,6-xylylcarbodiimide)